(1R,2S,5S)-N-[cyano-(1-oxido-1,6-naphthyridin-1-ium-8-yl)methyl]-3-[(2S)-3,3-dimethyl-2-[(2,2,2-trifluoroacetyl)amino]butanoyl]-6,6-dimethyl-3-azabicyclo[3.1.0]hexane-2-carboxamide C(#N)C(NC(=O)[C@@H]1[C@H]2C([C@H]2CN1C([C@H](C(C)(C)C)NC(C(F)(F)F)=O)=O)(C)C)C=1C=NC=C2C=CC=[N+](C12)[O-]